ClC1=C(C=CC(=C1)OCCN1CCNCC1)C=1N(C2=NC=NC(=C2N1)OC1(CC1)C)CC1=NC=CC=C1C 8-(2-chloro-4-(2-(piperazin-1-yl)ethoxy)phenyl)-6-(1-methylcyclopropoxy)-9-((3-methylpyridin-2-yl)methyl)-9H-purine